COC(CC(C(C)(C)C)N1C(=NC2=C1C=C(C(=C2)C(NC)=O)Cl)C2=CC=C1C=NNC1=C2)=O 3-(6-chloro-2-(1H-indazol-6-yl)-5-(methylcarbamoyl)-1H-benzo[d]imidazol-1-yl)-4,4-dimethylvaleric acid methyl ester